N-[3-[2-(difluoromethoxy)-5-methylsulfanyl-phenyl]-1-[2-[4-[methyl-[(3S)-tetrahydrofuran-3-yl]amino]-1-piperidyl]-2-oxo-ethyl]pyrazol-4-yl]pyrazolo[1,5-a]pyrimidine-3-carboxamide FC(OC1=C(C=C(C=C1)SC)C1=NN(C=C1NC(=O)C=1C=NN2C1N=CC=C2)CC(=O)N2CCC(CC2)N([C@@H]2COCC2)C)F